N1=C(N=CC=C1)C=1N=C2N(C=C(N=C2)C(=O)N)C1 pyrimidin-2-yl-imidazo[1,2-a]Pyrazine-6-carboxamide